CC=1C=C2C=C(C(NC2=CC1C)=O)C#N 6,7-dimethyl-2-oxo-1,2-dihydroquinoline-3-carbonitrile